{6-[(1R)-1-amino-3,3-difluoro-8-azaspiro[4.5]dec-8-yl]-3-(4-chloro-2-methyl-2H-indazol-5-yl)-1-{[2-(trimethylsilyl)ethoxy]methyl}-1H-pyrazolo[3,4-b]pyrazin-5-yl}methanol N[C@@H]1CC(CC12CCN(CC2)C2=C(N=C1C(=N2)N(N=C1C1=C(C2=CN(N=C2C=C1)C)Cl)COCC[Si](C)(C)C)CO)(F)F